1-((3S,4R)-3-fluoro-4-((6-((5-methylthiazol-2-yl)amino)-1-propyl-1H-pyrrolo[3,2-c]pyridin-4-yl)oxy)pyrrolidin-1-yl)prop-2-en-1-one F[C@H]1CN(C[C@H]1OC1=NC(=CC2=C1C=CN2CCC)NC=2SC(=CN2)C)C(C=C)=O